2-(2-methoxy-4-(2-methyl-4-oxo-3,4-dihydro-quinazolin-6-yl)phenyl)-N,N-dimethylacetamide COC1=C(C=CC(=C1)C=1C=C2C(NC(=NC2=CC1)C)=O)CC(=O)N(C)C